2-(2-chloropyridin-4-yl)-6,7-dihydro-1H-pyrrolo[3,2-c]pyridin-4(5H)-one ClC1=NC=CC(=C1)C1=CC=2C(NCCC2N1)=O